COC1=C(C=CC(=C1)CCC)COC=1C=C2CCC(=C(C2=CC1)C)CN1CC(C1)C(=O)O 1-[[3,4-dihydro-6-[(2-methoxy-4-propylphenyl)methoxy]-1-methyl-2-naphthalenyl]methyl]-3-azetidinecarboxylic acid